N-(1-(azetidin-1-ylmethyl)cyclopropyl)-4-(4-methoxyphenyl)phthalazin-1-amine N1(CCC1)CC1(CC1)NC1=NN=C(C2=CC=CC=C12)C1=CC=C(C=C1)OC